C(CCCCCCCCCCC)OCC(COP(=O)(O)OCC(O)CO)O 3-dodecylglycero-1-phospho-glycerol